NC=1C2=C(N=CN1)N(C=C2C2=C(C=C(C=C2)NC(OC2=CC=CC=C2)=O)C)C phenyl (4-(4-amino-7-methyl-7H-pyrrolo[2,3-d]pyrimidin-5-yl)-3-methyl phenyl)carbamate